bis(2,4,6-trimethyl-benzoyl)phenyl-phosphorus oxide CC1=C(C(=O)P(C2=CC=CC=C2)(C(C2=C(C=C(C=C2C)C)C)=O)=O)C(=CC(=C1)C)C